10-bromo-9-chloro-2,3-dihydro-5H-[1,4]thiazino[2,3,4-ij]quinazoline BrC1=C(C=C2C=NCN3C2=C1SCC3)Cl